[IH2+].N1=C(C=CC=C1)C picoline iodonium salt